FC([C@@H]1NCC[C@@H](C1)OC1=C2C(=NC=NC2=CC=C1)NC1=CC(=C(C=C1)OC1=CC=2N(C=C1)C=CN2)C)F 5-(((2R,4S)-2-(difluoromethyl)piperidin-4-yl)oxy)-N-(4-(imidazo[1,2-a]pyridin-7-yloxy)-3-methylphenyl)quinazolin-4-amine